C(N)(OC(C)C1=C(N=C(O1)C1=CC(=C(C=C1)OC(F)F)OCC1CC1)CNC(C1=C(C=C(C=C1)F)F)=O)=O (1-(2-(3-(cyclopropylmethoxy)-4-(difluoromethoxy) phenyl)-4-((2,4-difluorobenzoylamino) methyl) oxazol-5-yl) ethyl) carbamate